O[C@@H](C(=O)NCCC(NCCSC(C[C@H](C)O)=O)=O)C(CO)(C)C (2R)-2,4-dihydroxy-N-{2-[(2-{[(3S)-3-hydroxybutanoyl]sulfanyl}ethyl)carbamoyl]ethyl}-3,3-dimethylbutanamide